P(=O)(OCCCCCCCCCCCC)(OCCC)[O-] dodecyl propyl phosphate